N-((5-(2-cyanopyridin-4-yl)-2,3-dihydro-1H-inden-4-yl)carbamoyl)-5-methyl-4,5,6,7-Tetrahydrothiazolo[5,4-c]pyridine-2-sulfonamide C(#N)C1=NC=CC(=C1)C=1C(=C2CCCC2=CC1)NC(=O)NS(=O)(=O)C=1SC=2CN(CCC2N1)C